4,5-difluoro-2-hydroxyphenylboronic acid FC1=CC(=C(C=C1F)B(O)O)O